6-(tert-butoxycarbonyl)-4,5,6,7-tetrahydrothieno[2,3-c]pyridine-3-carboxylate C(C)(C)(C)OC(=O)N1CC2=C(CC1)C(=CS2)C(=O)[O-]